C(C(C)C)OCC1=NC2=C(C=CC=C2C=C1)O (isobutoxymethyl)quinolin-8-ol